N-[3-cyano-1-(cyclopropylmethyl)-1H-indol-5-yl]-6-oxo-1,6-dihydropyrimidine-4-carboxamide C(#N)C1=CN(C2=CC=C(C=C12)NC(=O)C=1N=CNC(C1)=O)CC1CC1